OCC1CCC=2C1=NN(C(C2C(F)(F)F)=O)CC2=CC=C(C=C2)OC 7-(Hydroxymethyl)-2-(4-methoxybenzyl)-4-(trifluoromethyl)-2,5,6,7-tetrahydro-3H-cyclopenta[c]pyridazin-3-one